methyl 2-[1-(4-fluoro-3-methylphenyl)-1H-pyrazol-4-yl]acetate FC1=C(C=C(C=C1)N1N=CC(=C1)CC(=O)OC)C